Didecyl-1,2-ethylenediamine C(CCCCCCCCC)NCCNCCCCCCCCCC